4-phenyl-1H-benzo[f]isoindole-1,3(2H)-diimine C1(=CC=CC=C1)C1=C2C(=CC=3C(NC(C13)=N)=N)C=CC=C2